BrC=1C=C2N(C=C(N=C2)C(=O)O)C1 7-bromopyrrolo[1,2-a]pyrazine-3-carboxylic acid